N1N=C(C=C1)CC=1SC2=C(N(C=3C(N(N=CC32)CCC=3N=CSC3)=O)C)N1 2-((1H-pyrazol-3-yl)methyl)-4-methyl-6-(2-(thiazol-4-yl)ethyl)-4H-thiazolo[5',4':4,5]pyrrolo[2,3-d]pyridazin-5(6H)-one